dimethyl-diphenylmethanediamine CNC(NC)(C1=CC=CC=C1)C1=CC=CC=C1